COC1=CC=C(C=C1)N1CCN(CC1)CC1=CC=C(C2=C1C=CO2)O 4-{[4-(4-methoxyphenyl)piperazin-1-yl]methyl}-7-hydroxybenzofuran